N-((1-methylpiperidin-4-yl)methyl)-5-(quinoxalin-6-yl)-7H-pyrrolo[2,3-d]pyrimidin-2-amine CN1CCC(CC1)CNC=1N=CC2=C(N1)NC=C2C=2C=C1N=CC=NC1=CC2